tert-butyl (3S,4R)-3-(dibenzylamino)-4-(methoxymethyl)pyrrolidine-1-carboxylate C(C1=CC=CC=C1)N([C@@H]1CN(C[C@H]1COC)C(=O)OC(C)(C)C)CC1=CC=CC=C1